CC(CO)(CCC)S 2-Methyl-2-sulfanyl-pentan-1-ol